3-(Octanylthio)-1-propyltriethoxysilane C(CCCCCCC)SCCC[Si](OCC)(OCC)OCC